methyl 2-(5-{2-[1-(2-amino-6-bromo-1,3-benzodiazol-1-yl)-3-azabicyclo[3.2.2]nonan-3-yl] ethoxy}-1-methylpyrazol-4-yl)-6-methylpyridine-4-carboxylate NC1=NC2=C(N1C13CN(CC(CC1)CC3)CCOC3=C(C=NN3C)C3=NC(=CC(=C3)C(=O)OC)C)C=C(C=C2)Br